ClC1=C2C(N(C(NC2=C(C=C1)S(=O)(=O)C1=CC(=C2C=CN(C2=C1)C1CC(C1)(C)C)F)=O)O)=O 5-chloro-8-((1-(3,3-dimethylcyclobutyl)-4-fluoro-1H-indol-6-yl)sulfonyl)-3-hydroxyquinazoline-2,4(1H,3H)-dione